1-(4-chlorobenzyl)-3-(2-(2-methyl-2-phenylpropionyl)-2-azaspiro[3.3]hept-6-yl)urea ClC1=CC=C(CNC(=O)NC2CC3(CN(C3)C(C(C)(C3=CC=CC=C3)C)=O)C2)C=C1